tetracyanonickel C(#N)[Ni](C#N)(C#N)C#N